Dihexadecyl sulfosuccinate sodium salt [Na+].S(=O)(=O)([O-])C(C(=O)OCCCCCCCCCCCCCCCC)CC(=O)OCCCCCCCCCCCCCCCC